(E)-N'-(3-(benzyloxy)-6-bromopyridin-2-yl)-N-hydroxyformimidamide C(C1=CC=CC=C1)OC=1C(=NC(=CC1)Br)/N=C/NO